7-[5-(propan-2-yl)-4,5,6,7-tetrahydro-1H-imidazo[5,4-c]pyridin-2-yl]-4-(pyrazolo[1,5-a]pyridin-3-yl)-2,3-dihydro-1H-isoindol-1-one CC(C)N1CC2=C(CC1)NC(=N2)C=2C=CC(=C1CNC(C21)=O)C=2C=NN1C2C=CC=C1